OCC(C(=O)N)(NC(=O)C=1N(N=C2C=CC(=CC12)OCC=1C(=NC=CC1)C(F)(F)F)C)C 3-hydroxy-2-methyl-2-[(2-methyl-5-{[2-(trifluoromethyl)pyridin-3-yl]methoxy}-2H-indazol-3-yl)formamido]propanamide